(S)-3-(5-(4-((4-methylpiperidin-4-yl)methyl)piperazin-1-yl)-1-oxoisoindolin-2-yl)piperidine-2,6-dione hydrochloride Cl.CC1(CCNCC1)CN1CCN(CC1)C=1C=C2CN(C(C2=CC1)=O)[C@@H]1C(NC(CC1)=O)=O